ClC=1C=C2C(=CN1)N(N=C2)C(=O)OC(C)(C)C tert-butyl 5-chloro-1H-pyrazolo[3,4-c]pyridine-1-carboxylate